C(OC1=C(C=CC=C1C)C)(OC(C)C)=O 2,6-dimethyl-phenyl isopropyl carbonate